FC=1C=C(CN2C(=NC3=NC=C(C=C32)N3C=CC=2C3=NC=CN2)C)C=C(C1)F 1-(3,5-difluorobenzyl)-2-methyl-6-(5H-pyrrolo[2,3-b]pyrazin-5-yl)-1H-imidazo[4,5-b]pyridine